(2-methyl-6-quinolinyl)methanone CC1=NC2=CC=C(C=C2C=C1)C=O